ClC1=CC=CC(=C1C1=CC=CC=C1)B(O)O (6-Chloro-[1,1'-biphenyl]-2-yl)boronic acid